(S)-2-(1-(3-((2-(1,3-dimethyl-1H-pyrazol-4-yl)pyrimidin-4-yl)amino)-5-isopropylisoquinolin-8-yl)azetidin-3-yl)tetrahydrothiophene 1,1-dioxide CN1N=C(C(=C1)C1=NC=CC(=N1)NC=1N=CC2=C(C=CC(=C2C1)C(C)C)N1CC(C1)[C@H]1S(CCC1)(=O)=O)C